CC1=CN(C2=CC(=CC=C12)C(NC)=O)C(C(=O)NC1=C(C=CC(=C1)CN1N=C(C=C1)C(F)(F)F)C(C(=O)O)CC)C 2-({2-[3-methyl-6-(methylcarbamoyl)-1H-indol-1-yl]propanoyl}amino-4-{[3-(trifluoromethyl)-1H-pyrazol-1-yl]methyl}phenyl)butanoic acid